C(#N)C1=CC=C(C=C1)C1N(CCC1)C(=O)O.BrC1=C(OCC=2N=CSC2)C=C(C=C1F)Cl 4-((2-bromo-5-chloro-3-fluorophenoxy)methyl)thiazole 2-(4-cyanophenyl)pyrrolidine-1-carboxylate